NC1=CC=C(C=C1)C(=O)N1CCN(CC1)CC1CC1 (4-aminophenyl)-[4-(cyclopropylmethyl)piperazin-1-yl]methanone